nickel (II) bis(2-ethylhexanoate) 2-ethylhexanoate C(C)C(C(=O)[O-])CCCC.C(C)C(C(=O)[O-])CCCC.C(C)C(C(=O)O)CCCC.[Ni+2]